3-chloro-7,8-dihydropyrido[4,3-c]pyridazine-6(5H)-carboxylic acid benzyl ester C(C1=CC=CC=C1)OC(=O)N1CC2=C(N=NC(=C2)Cl)CC1